(2R,3R,4S,5R)-2-(2-chloro-6-spiro[azetidine-3,1'-tetrahydronaphthalen]-1-ylpurin-9-yl)-5-(hydroxymethyl)tetrahydrofuran-3,4-diol ClC1=NC(=C2N=CN(C2=N1)[C@@H]1O[C@@H]([C@H]([C@H]1O)O)CO)N1CC2(CCCC3=CC=CC=C23)C1